(S)-9'-ethyl-5'-fluoro-9'-hydroxy-2,3,5,6,12',15'-hexahydrospiro[pyran-4,2'-pyrano[3',4':6,7]indolizino[2,1-b]pyrido[3,2,1-ij]quinoline]-7',10',13'(1'H,3'H,9'H)-trione C(C)[C@]1(C(OCC=2C(N3CC=4N5C6=C(C=C(C=C6C(C4C3=CC21)=O)F)CC2(C5)CCOCC2)=O)=O)O